7-fluoro-1-((2-(trimethylsilyl)ethoxy)methyl)-4-vinyl-1H-indazole FC=1C=CC(=C2C=NN(C12)COCC[Si](C)(C)C)C=C